1,1,1,3,3-Pentachloropropane ClC(CC(Cl)Cl)(Cl)Cl